FC1=CC(=C2CCCOC2=C1C#N)COC 7-fluoro-5-(methoxymethyl)chroman-8-carbonitrile